CCCCC(CC)COC(=O)C=CC1C=CC(OC)=CC=1 Ethylhexyl Methoxycinnamate